(+)-N-(2-((2,3-Dimethyl-1H-indol-1-yl)(phenyl)methyl)-5-methylbenzofuran-3-yl)-4-methylbenzenesulfonamide CC=1N(C2=CC=CC=C2C1C)C(C=1OC2=C(C1NS(=O)(=O)C1=CC=C(C=C1)C)C=C(C=C2)C)C2=CC=CC=C2